FC1=C(C(=C(C=C1)C(=C)C)F)F 1,2,3-trifluoro-4-(prop-1-en-2-yl)benzene